1,3-bis(3-methyl-4-hydroxyphenyl)adamantane CC=1C=C(C=CC1O)C12CC3(CC(CC(C1)C3)C2)C2=CC(=C(C=C2)O)C